glycerin monolauroate C(CCCCCCCCCCC)(=O)O.OCC(O)CO